Ethyl 2-amino-6-phenyl-6-(prop-2-yn-1-yl)-4,5,6,7-tetrahydrobenzo[b]thiophene-3-carboxylate NC1=C(C2=C(S1)CC(CC2)(CC#C)C2=CC=CC=C2)C(=O)OCC